P(=O)(O)(O)O.CN1CCCC1 N-methyl-tetrahydropyrrole hydrogen phosphate